tris(4-(diethylamino)phenyl)methane C(C)N(C1=CC=C(C=C1)C(C1=CC=C(C=C1)N(CC)CC)C1=CC=C(C=C1)N(CC)CC)CC